C(C)(C)(C)OC(=O)C1=CC=C(C=C1)OC(=O)N1CC2=CC=CC(=C2CC1)N(C(CN(C)C)=O)C (4-(tert-butoxycarbonyl) phenyl)-5-(2-(dimethylamino)-N-methylacetamido)-3,4-dihydroisoquinoline-2(1H)-carboxylate